3-Methacryloxypropyldimethylmonoethoxysilane C(C(=C)C)(=O)OCCC[Si](OCC)(C)C